1-Methyl-2-oxo-4-[4-(pyrazin-2-yl)piperidin-1-yl]-1,2-dihydro-quinoline-3-carbonitrile CN1C(C(=C(C2=CC=CC=C12)N1CCC(CC1)C1=NC=CN=C1)C#N)=O